bis(1,2,2,6,6-pentamethyl-4-piperidinyl) pimelate C(CCCCCC(=O)OC1CC(N(C(C1)(C)C)C)(C)C)(=O)OC1CC(N(C(C1)(C)C)C)(C)C